3-(5-(3-Cyano-6-(2-morpholinylethoxy)pyrazolo[1,5-a]pyridin-4-yl)pyrimidin-2-yl)-3,6-diazabicyclo[3.1.1]heptane-6-carboxylic acid tert-butyl ester C(C)(C)(C)OC(=O)N1C2CN(CC1C2)C2=NC=C(C=N2)C=2C=1N(C=C(C2)OCCN2CCOCC2)N=CC1C#N